tert-butyl (1R)-7-chloro-1-[5-(4-chloropyrimidine-5-carbonyl)-2-methyl-3-thienyl]-3,4-dihydro-1H-isoquinoline-2-carboxylate ClC1=CC=C2CCN([C@H](C2=C1)C1=C(SC(=C1)C(=O)C=1C(=NC=NC1)Cl)C)C(=O)OC(C)(C)C